(Z)-1-(allyloxy)hex-3-ene C(C=C)OCC\C=C/CC